N-(2-chloro-3-((3,5-dimethyl-4-oxo-3,4-dihydroquinazolin-6-yl)oxy)-4-fluorophenyl)-3-(methoxymethyl)azetidine-1-sulfonamide ClC1=C(C=CC(=C1OC=1C(=C2C(N(C=NC2=CC1)C)=O)C)F)NS(=O)(=O)N1CC(C1)COC